2-(6-bromo-1-oxospiro[3H-isoquinoline-4,1'-cyclopropane]-2-yl)-N-[5-(difluoromethoxy)pyrimidin-2-yl]acetamide BrC=1C=C2C(=CC1)C(N(CC21CC1)CC(=O)NC1=NC=C(C=N1)OC(F)F)=O